C(C)(C)NC(O[C@H]1CO[C@@H](C1)C=1C=NC(=NC1)N[C@H]1[C@@H](CCCC1)O)=O (3R,5S)-5-(2-{[(1R,2R)-2-hydroxycyclohexyl]amino}pyrimidin-5-yl)oxolan-3-yl N-isopropylcarbamate